3-(8-amino-6-(trifluoromethyl)imidazo[1,2-a]pyrazin-3-yl)-N-((3S,6R)-6-(cyanomethyl)tetrahydro-2H-pyran-3-yl)-4-(methyl-d3)benzenesulfonamide NC=1C=2N(C=C(N1)C(F)(F)F)C(=CN2)C=2C=C(C=CC2C([2H])([2H])[2H])S(=O)(=O)N[C@@H]2CO[C@H](CC2)CC#N